(1r,4r)-N1-(4-(1-Methyl-3-(tetrahydro-2H-pyran-4-yl)-1H-pyrazol-4-yl)pyrimidin-2-yl)cyclohexane-1,4-diamine CN1N=C(C(=C1)C1=NC(=NC=C1)NC1CCC(CC1)N)C1CCOCC1